ClC1=CC(=C(C=C1)COC=1N=CSC1)F 4-[(4-chloro-2-fluoro-phenyl)methoxy]thiazole